methylene-3-(3,5-bis-tert-butyl-4-hydroxyphenyl)propionate C=C(C(=O)[O-])CC1=CC(=C(C(=C1)C(C)(C)C)O)C(C)(C)C